Ethyl isostearate C(CCCCCCCCCCCCCCC(C)C)(=O)OCC